NC1=CC=C2C3=C(C=CC=C13)C(=O)OC2=O 4-amino-1,8-naphthalenedicarboxylic anhydride